ClC1=C(C=C(C(=C1Cl)F)NC(C1=C(C=C(C=C1C)OCCC1=CC=CC=C1)C)=O)C1CC1 rel-(1R,2S)-2-(2,3-dichloro-5-{[2,6-dimethyl-4-(2-phenylethoxy)benzoyl]amino}-4-fluorophenyl)Cyclopropane